O=C1NC(CCC1C1=CC(=NC=C1)N1CCN(CC1)CC1CCN(CC1)C(=O)OCCCC)=O butyl 4-({4-[4-(2,6-dioxopiperidin-3-yl)pyridin-2-yl]piperazin-1-yl}methyl)piperidine-1-carboxylate